(4-(4-(Benzo[d]thiazol-4-yl)phenyl)piperazin-1-yl)(2-ethynylthiazol-5-yl)methanone S1C=NC2=C1C=CC=C2C2=CC=C(C=C2)N2CCN(CC2)C(=O)C2=CN=C(S2)C#C